Trans-2-(1,3-dithian-2-yl)-3-phenyl-4-(pyridin-4-yl)cyclobut-2-ene-1-carboxylic acid ethyl ester C(C)OC(=O)[C@@H]1C(=C([C@H]1C1=CC=NC=C1)C1=CC=CC=C1)C1SCCCS1